6-[(1-{[4-(2-Aminoethyl)-1H-imidazol-1-yl]acetyl}azetidin-3-yl)oxy]-3-(2-boronoethyl)-2-hydroxybenzoic acid NCCC=1N=CN(C1)CC(=O)N1CC(C1)OC1=CC=C(C(=C1C(=O)O)O)CCB(O)O